7-((3as,4R,6R,6aR)-6-(((tert-butyldimethylsilyl)oxy)methyl)-2,2-dimethyltetrahydro-4H-cyclopenta[d][1,3]dioxol-4-yl)-2,4-dichloro-7H-pyrrolo[2,3-d]pyrimidine [Si](C)(C)(C(C)(C)C)OC[C@H]1C[C@H]([C@H]2[C@@H]1OC(O2)(C)C)N2C=CC1=C2N=C(N=C1Cl)Cl